ClC1=C(C=CC(=N1)C1=CC=C(N=N1)N(C1CC2CCC(C1)N2C(=O)OC(C)(C)C)C)C=2C=NN(C2)C2OCCCC2 tert-butyl (exo)-3-[(6-{6-chloro-5-[1-(oxan-2-yl)pyrazol-4-yl]pyridin-2-yl}pyridazin-3-yl)(methyl)amino]-8-azabicyclo[3.2.1]octane-8-carboxylate